2-[3-(2,6-dimethylpyridin-3-yl)-5-(9-phenanthryl)phenyl]-4,6-diphenyl-1,3,5-triazine CC1=NC(=CC=C1C=1C=C(C=C(C1)C=1C2=CC=CC=C2C=2C=CC=CC2C1)C1=NC(=NC(=N1)C1=CC=CC=C1)C1=CC=CC=C1)C